(((4-(3-methoxy-2',3',4',5'-tetrahydro-[1,1'-biphenyl]-4-yl)-1H-indazol-3-yl)amino)methyl)benzoic acid COC=1C=C(C=CC1C1=C2C(=NNC2=CC=C1)NCC1=C(C(=O)O)C=CC=C1)C=1CCCCC1